3-((dimethylamino)methyl)-4-(3-methoxyphenyl)-1-((4-methylbenzyl)sulfonyl)piperidin-4-ol CN(C)CC1CN(CCC1(O)C1=CC(=CC=C1)OC)S(=O)(=O)CC1=CC=C(C=C1)C